[Cl-].C(CCCCC)[NH+]1C=C(C=C1)C 1-Hexyl-3-Methylpyrrolium chlorid